C(#N)C1=CC=C(C=C1)[C@@H](C)NC(=O)C=1C(N(C2=NC=C(C=C2C1)C1COC1)CC1=CC=C(C=C1)F)=O (R)-N-(1-(4-cyanophenyl)ethyl)-1-(4-fluorobenzyl)-6-(oxetan-3-yl)-2-oxo-1,2-dihydro-1,8-naphthyridine-3-carboxamide